3,6-dibromo-9-(4-cyclohexylphenyl)-9H-carbazole BrC=1C=CC=2N(C3=CC=C(C=C3C2C1)Br)C1=CC=C(C=C1)C1CCCCC1